6-(1H-imidazol-1-yl)-4-methoxy-N-(2-(trifluoromethyl)pyridin-4-yl)pyridinecarboxamide N1(C=NC=C1)C1=CC(=CC(=N1)C(=O)NC1=CC(=NC=C1)C(F)(F)F)OC